O1C(CCCC1)N1N=CC2=CC=C(C=C12)C1=NC(=NC(=N1)N)NC1(CC1)C1=NC(=CC=C1)C(F)(F)F 6-(1-tetrahydropyran-2-ylindazol-6-yl)-N4-[1-[6-(trifluoromethyl)-2-pyridyl]cyclopropyl]-1,3,5-triazine-2,4-diamine